CC(C(=O)NC=1C=CC=2C3=CC=CC=C3OC2C1)(C)C 2,2-dimethyl-N-{8-oxatricyclo[7.4.0.02,7]trideca-1(13),2(7),3,5,9,11-hexaen-5-yl}propanamide